Prolinat N1[C@@H](CCC1)C(=O)[O-]